CN1N=C(C2=CC=C(C=C12)C1=NOC(=N1)C1CCN(CC1)C(C(C)N1C(C2=CC=CC=C2C1)=O)=O)C 2-[2-[4-[3-(1,3-dimethylindazol-6-yl)-1,2,4-oxadiazol-5-yl]-1-piperidinyl]-1-methyl-2-oxo-ethyl]isoindolin-1-one